C(CCCCCCCCCCCCC)N1C(COCC1=O)=O 4-tetradecylmorpholine-3,5-dione